ClC1=C(C(=C(C(=C1Cl)C(=O)[O-])Cl)Cl)C(=O)OC methyl 2,3,5,6-tetrachloro-1,4-benzenedicarboxylate